5-benzyl-N-[(3S)-7-(3-hydroxy-3-methyl-but-1-ynyl)-4-keto-5-methyl-2,3-dihydro-1,5-benzoxazepin-3-yl]-1H-1,2,4-triazole-3-carboxamide C(C1=CC=CC=C1)C1=NC(=NN1)C(=O)N[C@H]1COC2=C(N(C1=O)C)C=C(C=C2)C#CC(C)(C)O